N-lauroyl-tetradecylamine C(CCCCCCCCCCC)(=O)NCCCCCCCCCCCCCC